C(C)N1CCN(CC1)CC1=C(C=C(C=C1)NC(C1=CC(=C(C=C1)C)OC1=NC=NC2=CC(=C(C=C12)OC)NC)=O)C(F)(F)F N-(4-((4-ethylpiperazin-1-yl)methyl)-3-(trifluoromethyl)phenyl)-3-(6-methoxy-7-(methylamino)quinazolin-4-yloxy)-4-methylbenzamide